CC1=CN=C2N1N=C(C=C2)C=2C=C(C=CC2)NC(C)=O N-(3-(3-methylimidazo[1,2-b]pyridazin-6-yl)phenyl)acetamide